5-(4-(1H-imidazol-1-yl)phenyl)-1H-pyrazol N1(C=NC=C1)C1=CC=C(C=C1)C1=CC=NN1